Cl.FC(OCCC=1C=C2C[C@H](COC2=CC1)N)F (R)-6-(2-(difluoromethoxy)ethyl)chroman-3-amine hydrochloride